FC=1C=CC(=NC1)C1=NN2C(COC(C2)(C(F)(F)F)C)=C1C1=CC(=NC=C1)C(=O)NC 4-(2-(5-Fluoropyridin-2-yl)-6-methyl-6-(trifluoromethyl)-6,7-dihydro-4H-pyrazolo[5,1-c][1,4]oxazin-3-yl)-N-methylpicolinamide